DIMETHYLPHENOL CC1=C(C(=CC=C1)O)C